C(=O)O.C1(CCC1)N1N=C(C(=C1)C1=CN=C2N1C=CN=C2NC2=CC(=C(C(=O)NCCOCCN1CCCC1)C=C2)CC)C(F)(F)F 4-((3-(1-cyclobutyl-3-(trifluoromethyl)-1H-pyrazol-4-yl)imidazo[1,2-a]pyrazin-8-yl)amino)-2-ethyl-N-(2-(2-(pyrrolidin-1-yl)ethoxy)ethyl)benzamide formate